CN(CCCOC1=C(C=C2C(=NC(=NC2=C1)N1CCN(CCC1)C)NC1CCN(CC1)C)OC)C 7-[3-(dimethylamino)propoxy]-6-methoxy-2-(4-methyl-1,4-diazepan-1-yl)-N-(1-methylpiperidin-4-yl)quinazolin-4-amine